Cl.NC1=CC=C(C=C1)C1=NN=NN1C 3-(4-aminophenyl)-4-methyl-1,2,4,5-tetrazole hydrochloride